C(C)(=O)O.CC1OCCC1S 2-Methyltetrahydrofuran-3-Thiol Acetate